ClC=1C=C(C=C(C1F)Cl)C1(CC(=NO1)C1=NC=C(C2=C1C=CO2)C(=O)O)C(F)(F)F 4-[5-(3,5-dichloro-4-fluorophenyl)-4,5-dihydro-5-(trifluoro-methyl)-3-isoxazolyl]furo[3,2-c]pyridine-7-carboxylic acid